CCC(C(C(=O)O)O)C(=O)O The molecule is the 2-hydroxy-3-ethyl derivative of succinic acid. It derives from a succinic acid. It is a conjugate acid of a 3-ethylmalate(2-).